3-((5-Bromo-3-chloro-2-hydroxyphenyl)sulfonamido)-5-(1-cyanocyclohexyl)-2-hydroxy-N-methylbenzamide BrC=1C=C(C(=C(C1)S(=O)(=O)NC=1C(=C(C(=O)NC)C=C(C1)C1(CCCCC1)C#N)O)O)Cl